2,3-di(tetradecyloxy)propyl-(2-hydroxyethyl)-dimethylammonium bromide [Br-].C(CCCCCCCCCCCCC)OC(C[N+](C)(C)CCO)COCCCCCCCCCCCCCC